N-(1-benzyl-1H-imidazol-4-yl)azetidine-3-carboxamide C(C1=CC=CC=C1)N1C=NC(=C1)NC(=O)C1CNC1